4-Amino-7-iodo-1-(4-methoxyphenyl)-2-oxo-1,2-dihydroquinoline-3-carboxylic acid methyl ester COC(=O)C=1C(N(C2=CC(=CC=C2C1N)I)C1=CC=C(C=C1)OC)=O